NC(CNCCC[SiH](OCCOC)C)C N-(2-aminopropyl)-3-aminopropyl-methylmethoxyethoxysilane